(S)-1-bromo-3-(1-(hexyloxy)ethyl)-2-methoxybenzene BrC1=C(C(=CC=C1)[C@H](C)OCCCCCC)OC